NC=1N=NC(=CC1N1C[C@H]([C@H](CC1)C)C1=CC=C(C(=O)O)C=C1)C1=C(C=CC=C1)O |o1:9,10| 4-((3R*,4S*)-1-(3-Amino-6-(2-hydroxyphenyl)pyridazin-4-yl)-4-methylpiperidin-3-yl)benzoic acid